(1S,2S)-2-(3-chlorophenyl)-N-(6-(((6-cyclopropyl-8-(2-oxooxazolidin-3-yl)-[1,2,4]triazolo[1,5-a]pyridin-2-yl)methyl)amino)pyrimidin-4-yl)cyclopropane-1-carboxamide ClC=1C=C(C=CC1)[C@@H]1[C@H](C1)C(=O)NC1=NC=NC(=C1)NCC1=NN2C(C(=CC(=C2)C2CC2)N2C(OCC2)=O)=N1